ClC=1C=C(C2=C(C=C(O2)C(N(C)C)=O)C1)N1CC(C1)C(=O)O 1-(5-chloro-2-(dimethylcarbamoyl)benzofuran-7-yl)azetidine-3-carboxylic acid